FC=1C(=NC=C(C1)F)C1=CC(=CC2=C1C(=NO2)N2C(N1[C@H](CC2)C([C@@H](C1)NS(=O)(=O)C1CC1)(F)F)=O)F N-{(4aR,6R)-2-[4-(3,5-difluoropyridin-2-yl)-6-fluoro-1,2-benzoxazol-3-yl]-5,5-difluoro-1-oxooctahydropyrrolo[1,2-c]pyrimidin-6-yl}cyclopropanesulfonamide